C(=C)C1=CC=C(C=C1)C(C(=O)O)C1=CC=C(C=C1)C=CC(=O)C1=CC=C(C=C1)F 2-(4-Ethenylphenyl)-2-[4-[3-(4-fluorophenyl)-3-oxoprop-1-enyl]phenyl]acetic acid